benzisoselenazolone selenium [Se].[Se]1(N=CC2=C1C=CC=C2)=O